4-bromo-5-nitro-1-(propan-2-yl)benzo[d][1,2,3]triazole BrC1=C(C=CC=2N(N=NC21)C(C)C)[N+](=O)[O-]